(2S)-2-amino-3-{[1-(6-nitrobenzo[d][1,3]dioxol-5-yl)ethyl]amino}propanoic acid N[C@H](C(=O)O)CNC(C)C1=CC2=C(OCO2)C=C1[N+](=O)[O-]